2,4,6-triisobutyl-5,6-dihydro-4H-1,3,5-dithiazine C(C(C)C)C1SC(NC(S1)CC(C)C)CC(C)C